O[C@@H]1CC(N(C1)C1=CC=C(C=C1)C=1C=CC(=NC1)NC1=CC2=C(OC[C@H]3N2C(CC3)=O)N=C1)=O (S)-2-((5-(4-((R)-4-hydroxy-2-oxo-pyrrolidin-1-yl)-phenyl)pyridin-2-yl)amino)-6,6a,7,8-tetrahydro-9H-pyrido-[2,3-b]pyrrolo[1,2-d][1,4]oxazin-9-one